NC1=NC(N(C=C1F)[C@@H]1O[C@@]([C@H](C1)O)(CO)CC)=O 4-amino-1-((2R,4S,5R)-5-ethyl-4-hydroxy-5-(hydroxymethyl)tetrahydrofuran-2-yl)-5-fluoropyrimidin-2(1H)-one